2-((5-bromo-2-((3-morpholinophenyl)amino)pyrimidin-4-yl)amino)-N-methoxybenzamide BrC=1C(=NC(=NC1)NC1=CC(=CC=C1)N1CCOCC1)NC1=C(C(=O)NOC)C=CC=C1